FC1=CC=C(C=C1)[C@@H]1N(CCC2=CC=CC=C12)C(=O)[C@H]1C[C@H](C1)CNC(OC(C)(C)C)=O tert-butyl ((cis-3-((S)-1-(4-fluorophenyl)-1,2,3,4-tetrahydroisoquinoline-2-carbonyl)cyclobutyl)methyl)carbamate